3-(4-(2-(2,5-dimethylpyrrolidin-1-yl)ethoxy)phenyl)-1-(quinoxalin-2-yl)-1H-1,2,4-triazole-3,5-diamine CC1N(C(CC1)C)CCOC1=CC=C(C=C1)C1(NN(C(=N1)N)C1=NC2=CC=CC=C2N=C1)N